(2-methoxyethyl) sulphoxide COCCS(=O)CCOC